4-(2-hydroxyethyl)-oxybenzophenone OCCOC1=CC=C(C(=O)C2=CC=CC=C2)C=C1